CC1=C(C2=C(N=CN=C2NC2(CC2)C)O1)C(=O)N1CC2=C(CC1)SC=C2 6-methyl-N-(1-methylcyclopropyl)-5-{4h,5h,6h,7h-thieno[3,2-c]pyridine-5-carbonyl}furo[2,3-d]pyrimidin-4-amine